(difluoro(2-(((3S,6S,9aS)-5-oxo-3-(3-(pyrimidin-2-yl)azetidine-1-carbonyl)octahydro-1H-pyrrolo[1,2-a]azepin-6-yl)carbamoyl)benzo[b]thiophen-5-yl)methyl)phosphonic acid FC(C1=CC2=C(SC(=C2)C(N[C@H]2CCC[C@@H]3N(C2=O)[C@@H](CC3)C(=O)N3CC(C3)C3=NC=CC=N3)=O)C=C1)(F)P(O)(O)=O